2-(trimethylsilyl)ethyl((1S,5R,6S,7R)-7-((4-fluoro-3-(trifluoromethyl)phenyl)carbamoyl)bicyclo[3.2.0]heptan-6-yl)carbamate C[Si](CCN(C([O-])=O)[C@H]1[C@@H]2CCC[C@@H]2[C@H]1C(NC1=CC(=C(C=C1)F)C(F)(F)F)=O)(C)C